C1(CCCCCC1)CS cycloheptyl-methyl mercaptan